5-trifluoromethyl-benzaldehyde FC(C=1C=CC=C(C=O)C1)(F)F